mannaric acid sodium salt [Na+].O=C([C@@H](O)[C@@H](O)[C@H](O)[C@H](O)C(=O)[O-])[O-].[Na+]